FC(C(CCN[C@@H](CCS)C(=O)[O-])(C1=CC=C(C=C1)NC=1SC=CN1)O)(F)F (4,4,4-trifluoro-3-hydroxy-3-(4-(thiazol-2-ylamino)phenyl)butyl)-Z-homocysteinate